C(C)(C)(C)OC(=O)N1CCN(CC1)C=1OC2=C(N1)C=CC(=C2)N2C(NC(CC2)=O)=O.BrC2=NC=C(C(=C2)C(C(=O)N)C2=C(C=C(C(=C2)OC)C(C)(C)C)F)F (2-bromo-5-fluoro-4-pyridinyl)-2-(4-tert-butyl-2-fluoro-5-methoxy-phenyl)acetamide tert-butyl-4-(6-(2,4-dioxotetrahydropyrimidin-1(2H)-yl)benzo[d]oxazol-2-yl)piperazine-1-carboxylate